Para-hydroxyacetophenone OC1=CC=C(C=C1)C(C)=O